N1N=CC2=C1CSCC2 1,4,5,7-Tetrahydrothiopyrano[3,4-c]pyrazole